8-(cyclobutylmethyl)-9-(4-((1-(3-fluoropropyl)azetidin-3-ylidene)methyl)phenyl)-6,7-dihydro-5H-benzo[7]annulene-3-carboxylic acid C1(CCC1)CC=1CCCC2=C(C1C1=CC=C(C=C1)C=C1CN(C1)CCCF)C=CC(=C2)C(=O)O